3-(7-(2-(cycloheptylamino)-2-oxoethoxy)naphthalen-2-yl)-3-(2,2-difluorobenzo[d][1,3]dioxol-5-yl)propanoic acid C1(CCCCCC1)NC(COC1=CC=C2C=CC(=CC2=C1)C(CC(=O)O)C1=CC2=C(OC(O2)(F)F)C=C1)=O